FC1=C(C=NN1C)N(S(=O)=O)NC1CN(CCC1)C N-(5-Fluoro-1-methyl-1H-pyrazol-4-yl)-N-(1-methylpiperidin-3-yl)amino-sulfonamide